(1R,3R)-N-((S)-1-(5-(2-Methoxychinolin-3-yl)-1H-imidazol-2-yl)-7-oxononyl)-5-methyl-5-azaspiro[2.4]heptan-1-carboxamid COC1=NC2=CC=CC=C2C=C1C1=CN=C(N1)[C@H](CCCCCC(CC)=O)NC(=O)[C@@H]1C[C@]12CN(CC2)C